ClC1=C(C=CC=C1B1OC(C(O1)(C)C)(C)C)NC1=NNC2=CC=C(C=C12)C(OC)OC N-(2-chloro-3-(4,4,5,5-tetramethyl-1,3,2-dioxaborolan-2-yl)phenyl)-5-(dimethoxymethyl)indazol-3-amine